N-(6-methylpyridin-3-yl)formamide CC1=CC=C(C=N1)NC=O